O=C1NC2=CC=CC=C2C(N1[C@H](C(=O)OC)C)=O Methyl (2S)-2-(2,4-dioxo-1H-quinazolin-3-yl)propanoate